benzenepropanesulfonic acid C1(=CC=CC=C1)CCCS(=O)(=O)O